FC(OC1=CC=C(C=C1)C1=CN=C2N1C=CN=C2NC2=CC=C(C=C2)N2C(NCC2)=O)F 1-[4-[[3-[4-(difluoromethoxy)phenyl]imidazo[1,2-a]pyrazin-8-yl]amino]phenyl]imidazolidin-2-one